3,5-dichloro-N-((6-(3,3-dimethylbutyl)-6-azaspiro[2.5]oct-1-yl)methyl)benzamide ethyl-4-nitroisoxazole-3-carboxylate C(C)OC(=O)C1=NOC=C1[N+](=O)[O-].ClC=1C=C(C(=O)NCC2CC23CCN(CC3)CCC(C)(C)C)C=C(C1)Cl